4-amino-N-(cyclopropylmethyl)-N-(6-(trifluoromethyl)-2,3-dihydrofuro[2,3-b]pyridin-3-yl)imidazo[1,5-a]quinoxaline-8-carboxamide NC=1C=2N(C3=CC(=CC=C3N1)C(=O)N(C1COC3=NC(=CC=C31)C(F)(F)F)CC3CC3)C=NC2